3-(1,4-dimethylpyrrolidin-3-yl)-7-((2-methoxy-4-(1-methylpiperidin-4-yl)phenyl)amino)-1-(5-methoxypyridin-2-yl)-3,4-dihydropyrimido[4,5-d]pyrimidin-2(1H)-one CN1CC(C(C1)C)N1C(N(C2=NC(=NC=C2C1)NC1=C(C=C(C=C1)C1CCN(CC1)C)OC)C1=NC=C(C=C1)OC)=O